3-(1,1-difluoro-2-((1R,5S)-7-(methylsulfonyl)-3-oxa-7,9-diazabicyclo[3.3.1]nonan-9-yl)-2-oxoethyl)-4-fluoro-N-(4-fluoro-3-methylphenyl)benzamide FC(C(=O)N1[C@H]2COC[C@@H]1CN(C2)S(=O)(=O)C)(F)C=2C=C(C(=O)NC1=CC(=C(C=C1)F)C)C=CC2F